C1[C@@H]2[C@H]([C@H]([C@@H](O2)N3C=NC4=C3N=CN(C4=N)O)O)OP(=O)(O1)O The molecule is a 3',5'-cyclic purine nucleotide obtained by oxygenation of the nitrogen at position 1 on the purine fragment of 3',5'-cyclic AMP. It is a N-oxide, a 3',5'-cyclic purine nucleotide and an adenyl ribonucleotide. It derives from a 3',5'-cyclic AMP.